barium-aluminum oxide [O-2].[Al+3].[Ba+2]